6-[(5-{3-isopropyl-6-(5-methyl-1,3,4-oxadiazol-2-yl)-1,1-dioxo-5-[2-(tetrahydro-2H-pyran-4-yl)ethyl]-1λ6-thia-4-aza-7-indanyl}-1H-1,7-diazainden-1-yl)methyl]nicotinonitrile C(C)(C)C1CS(C2=C(C(=C(N=C12)CCC1CCOCC1)C=1OC(=NN1)C)C=1C=C2C=CN(C2=NC1)CC1=NC=C(C#N)C=C1)(=O)=O